8-((2s,5r)-2,5-dimethyl-4-((1-methyl-1H-indol-4-yl)methyl)piperazin-1-yl)-5-methyl-6-oxo-5,6-dihydro-1,5-naphthyridine-2-carbonitrile C[C@@H]1N(C[C@H](N(C1)CC1=C2C=CN(C2=CC=C1)C)C)C1=CC(N(C=2C=CC(=NC12)C#N)C)=O